(2S,3S)-tert-butyl 2-(benzyloxycarbonylamino)-3-(((S)-2-(tert-butoxycarbonylamino)butanamido)methyl)-6-(4,4,5,5-tetramethyl-1,3,2-dioxaborolan-2-yl)hexanoate C(C1=CC=CC=C1)OC(=O)N[C@H](C(=O)OC(C)(C)C)[C@@H](CCCB1OC(C(O1)(C)C)(C)C)CNC([C@H](CC)NC(=O)OC(C)(C)C)=O